2-[(1S)-2-benzyloxy-1-methyl-ethoxy]ethylmethanesulfonate C(C1=CC=CC=C1)OC[C@@H](OCCCS(=O)(=O)[O-])C